ClC1=C(C=C(C=C1)NC(=O)C1(NC2=NC=CC=C2C=C1)C(F)(F)F)C1=NC=CC=C1 (3R,5aS,6aS,9S,11aR)-N-[4-chloro-3-(2-pyridinyl)phenyl]2-trifluoromethyl-1H-naphthyridine-carboxamide